copper 2,2'-bipyridine N1=C(C=CC=C1)C1=NC=CC=C1.[Cu]